[Al+3].[Cl-].[Cl-].[Cl-] Chloride aluminum